C(C1=CC=CC=C1)OC(=O)NCC(CNCC(CCNC(OC(C)(C)C)=O)O[Si](CC)(CC)CC)O[Si](CC)(CC)CC tert-Butyl N-[4-[[3-(benzyloxycarbonylamino)-2-triethylsilyloxypropyl]amino]-3-triethylsilyloxy-butyl]carbamate